N[C@@H](C[C@H]1C(NCC1)=O)C(COC1=C(C(=CC(=C1F)F)F)F)=O (s)-3-((s)-2-amino-3-oxo-4-(2,3,5,6-tetrafluorophenoxy)butyl)-pyrrolidin-2-one